O=C1NC=2C=CC=NC2C=C1 6-oxo-5,6-dihydro-1,5-naphthyridine